C(C)C=1N=C(NC1)C Ethylmethyl-imidazole